((2-chloro-7-((2-(trimethylsilyl)ethoxy)methyl)-7H-pyrrolo[2,3-d]pyrimidin-4-yl)amino)piperidine-1-carboxylate ClC=1N=C(C2=C(N1)N(C=C2)COCC[Si](C)(C)C)NC2N(CCCC2)C(=O)[O-]